6-(4-chlorophenyl)N-[(1S,2R)-2-hydroxycyclopentyl]-2-(1-methyl-1H-pyrazol-4-yl)-3-oxo-2,3-dihydropyridazine-4-carboxamide ClC1=CC=C(C=C1)C=1C=C(C(N(N1)C=1C=NN(C1)C)=O)C(=O)N[C@@H]1[C@@H](CCC1)O